COC(OCCOC(=O)OC)=O.NC=1C2=C(N=CN1)N(C(=C2C2=CC(=C(C=C2)OC2=NC=CC(=C2)C)OC)C2=CC=C(C=C2)NC(C=C)=O)C N-(4-(4-amino-5-(3-methoxy-4-((4-methylpyridin-2-yl)oxy)phenyl)-7-methyl-7H-pyrrolo[2,3-d]pyrimidin-6-yl)phenyl)acrylamide dimethyl-2,5-dioxahexanedioate